4,5-dichloro-N-((6-methoxy-1-methyl-1H-benzimidazol-7-yl)methyl)thiophene-2-carboxamide ClC=1C=C(SC1Cl)C(=O)NCC1=C(C=CC2=C1N(C=N2)C)OC